S(C)(=O)(=O)O.ClC1=C(C(=CC=C1)Cl)C1=NC(=C(N1)C1=CC=C2C(=N1)N(C(=N2)N)CC(C)(C)C)C2=CC=CC=C2 5-[2-(2,6-dichlorophenyl)-5-phenyl-3H-imidazol-4-yl]-3-(2,2-dimethylpropyl)-3H-imidazo[4,5-b]pyridin-2-ylamine mesylate